hepta-2,5-dienoic acid C(C=CCC=CC)(=O)O